2-[1-(5-bromopyrimidin-2-yl)piperidin-4-yl]-6-(3,5-dimethylpyrazol-1-yl)pyridazin-3-one BrC=1C=NC(=NC1)N1CCC(CC1)N1N=C(C=CC1=O)N1N=C(C=C1C)C